2-dimethylamino-1-(4-morpholinophenyl)-2-benzylbutane CN(C(CC1=CC=C(C=C1)N1CCOCC1)(CC)CC1=CC=CC=C1)C